N-(2-chloro-6-methoxy-7-(3-(pyrrolidin-1-yl)propoxy)quinazolin-4-yl)-5-methylthiazol-2-amine ClC1=NC2=CC(=C(C=C2C(=N1)NC=1SC(=CN1)C)OC)OCCCN1CCCC1